C(C)(C)N1N=C(C=C1[C@@H]1C[C@@H](CCC1)N1CC2(CS(C2)(=O)=O)CC1)C(F)(F)F 6-((1R,3S)-3-(1-isopropyl-3-(trifluoromethyl)-1H-pyrazol-5-yl)cyclohexyl)-2-thia-6-azaspiro[3.4]octane 2,2-dioxide